(19S)-19-ethyl-19-hydroxy-17-oxa-3,13-diazapentacyclo[11.8.0.02,11.04,9.015,20]henicosa-1(21),2,4,6,8,10,15(20)-heptaene-14,18-dione C(C)[C@]1(C(OCC=2C(N3CC4=CC5=CC=CC=C5N=C4C3=CC12)=O)=O)O